C(C)C=1C=C2CC(CC2=CC1CC)NC[C@@H](O)C1=C2C=CC(NC2=C(C=C1)OCC1=CC(=C(C=C1)F)F)=O (S)-5-(2-((5,6-diethyl-2,3-dihydro-1H-inden-2-yl)amino)-1-hydroxyethyl)-8-((3,4-difluorobenzyl)oxy)quinolin-2(1H)-one